Methyl 2-(5-methyl-2-nitrobenzyl)benzoate CC=1C=CC(=C(CC2=C(C(=O)OC)C=CC=C2)C1)[N+](=O)[O-]